BrC1=C(C=C(C(=O)N(C)[C@H]2C=3C4=C(C(NC3CNC2)=O)C=C(C=C4)F)C=C1F)F (S)-4-bromo-3,5-difluoro-N-(8-fluoro-6-oxo-1,2,3,4,5,6-hexahydrobenzo[c][1,7]naphthyridin-1-yl)-N-methylbenzamide